OC(CCCS=C1NC(C=2NC(NC2N1)=O)=O)O dihydroxybutyl-thiouric acid